OCCOCCNC(=O)C1=CC2=C(N=CO2)C=C1 N-(2-(2-hydroxyethoxy)ethyl)benzo[d]oxazole-6-carboxamide